3-(5-(3-(pyridin-2-yl)phenyl)-1H-pyrazol-3-yl)pyrrolidine-1-carbonitrile N1=C(C=CC=C1)C=1C=C(C=CC1)C1=CC(=NN1)C1CN(CC1)C#N